O=C1NC(CCC1C1=NN(C2=CC(=CC=C12)OCC(=O)NCC(C)(C)C)C)=O 2-((3-(2,6-dioxopiperidin-3-yl)-1-methyl-1H-indazol-6-yl)oxy)-N-neopentyl-acetamide